N(N)C(=O)C=1C(=NC=CN1)C(C)NC(C1=CC(=CC(=C1)C(F)(F)F)C(F)(F)F)=O N-[1-[3-(hydrazinecarbonyl)pyrazin-2-yl]ethyl]-3,5-bis(trifluoromethyl)benzamide